C(C)(SC(C)(C)C)=O S-tert-butyl ethanethioate